C(C(C)C)N1N=C(C(=C1C)O)CC(C)C 1,3-Diisobutyl-4-hydroxy-5-methyl-pyrazol